6-(azetidin-3-yloxy)-2-[(2R)-3-(3,4-dihydro-1H-isoquinolin-2-yl)-2-hydroxy-propyl]-3,4-dihydroisoquinolin-1-one N1CC(C1)OC=1C=C2CCN(C(C2=CC1)=O)C[C@@H](CN1CC2=CC=CC=C2CC1)O